4-chloro-N,2,5-trimethyl-N-(3-(thiazol-2-yl)phenyl)benzenesulfonamide ClC1=CC(=C(C=C1C)S(=O)(=O)N(C1=CC(=CC=C1)C=1SC=CN1)C)C